CC=1C=CC=C(C=C)C1C 5,6-dimethyl-styrene